CS(=O)(=O)N1N=NC2=C1C=CC=C2 1-(methylsulfonyl)-1H-benzotriazole